N[C@H](C(=O)N1[C@@H](C[C@H](C1)O)C(=O)NCC1=C(C=C(C=C1)C1=C(N=CS1)C)C)C(C)(SC(C1=CC=CC=C1)(C1=CC=CC=C1)C1=CC=CC=C1)C (2S,4R)-1-((R)-2-amino-3-methyl-3-(tritylthio)butanoyl)-4-hydroxy-N-(2-methyl-4-(4-methylthiazol-5-yl)benzyl)pyrrolidine-2-carboxamide